(3-Chloro-1-((2-(trimethylsilyl)ethoxy)methyl)-1H-pyrazol-5-yl)methanol ClC1=NN(C(=C1)CO)COCC[Si](C)(C)C